(R)-N1-(4-amino-1,3-dihydrofuro[3,4-c]pyridin-7-yl)-N2-(benzo[d]thiazol-5-ylmethyl)-N2-(3,3-dimethylbutan-2-yl)oxalamide NC1=NC=C(C2=C1COC2)NC(C(=O)N([C@H](C)C(C)(C)C)CC=2C=CC1=C(N=CS1)C2)=O